C1(CC1)C=1N=NN(C1)[C@H](C(=O)N1[C@@H](C[C@H](C1)O)C(=O)NCC=1C=C2CNC(C2=CC1)=O)C(C)(C)C (2S,4r)-1-[(2S)-2-(4-cyclopropyl-triazol-1-yl)-3,3-dimethyl-butyryl]-4-hydroxy-N-[(1-oxoisoindolin-5-yl)methyl]pyrrolidine-2-carboxamide